COC=1C=C(OC2=NC=CC=C2C2=CC(=NC=C2)C)C=C(C1)N1N=CC=C1 2-(3-methoxy-5-(1H-pyrazol-1-yl)phenoxy)-2'-methyl-3,4'-bipyridine